C1(CC1)C1=CC=C(C=C1)C1=CC(=NC=C1OC)C(=O)N 4-(4-cyclopropylphenyl)-5-methoxypyridinamide